C(=CC=CCCCC)C(CC=CS(=O)(=O)C1=CC=C(C)C=C1)(C=CCCCCCCCCCCCCCCCCC)O 4-[(9z,12z)-octadienyl]-1-p-toluenesulfonyl-(13z,16z)-tricosadiene-4-ol